O=C1NC(CCC1N1C(C2=CC=CC(=C2C1)C1=NN(C(=C1)CC=1C(=NC=CC1)C(=O)N)C)=O)=O ((3-(2-(2,6-dioxopiperidin-3-yl)-1-oxoisoindolin-4-yl)-1-methyl-1H-pyrazol-5-yl)methyl)picolinamide